NC1=C(C(=NN1C(C(F)(F)F)C)C1=NC=C(C=C1)C(C)C(NC1=CC(=NO1)C1=C(C=C(C=C1)Cl)Cl)=O)C(=O)N 5-Amino-3-[5-(1-[[3-(2,4-dichlorophenyl)-1,2-oxazol-5-yl]carbamoyl]ethyl)pyridin-2-yl]-1-[1,1,1-trifluoropropan-2-yl]pyrazole-4-carboxamide